3-chloro-6-(1,1-dioxidoisothiazolidin-2-yl)-2-methylisonicotinic acid ClC1=C(C(=O)O)C=C(N=C1C)N1S(CCC1)(=O)=O